C1C2=C(OC1)C=CC=1CCC(C12)CC#N 2-(1,6,7,8-tetrahydro-2H-indeno[5,4-b]furan-8-yl)acetonitrile